F[P-](F)(F)(F)(F)F.N1N=[N+](C2=NC=CC=C21)[O-] 1,2,3-triazolo[4,5-b]pyridin-3-oxide hexafluorophosphate